oxocholesta-4,6-dien O=CC(C)CCC[C@@H](C)[C@H]1CC[C@H]2[C@@H]3C=CC4=CCCC[C@]4(C)[C@H]3CC[C@]12C